5-bromo-1,2,3-triazine BrC=1C=NN=NC1